4-(methylamino)-2,6-pyridinedicarboxylic acid CNC1=CC(=NC(=C1)C(=O)O)C(=O)O